C(CCCCC)OC1=CC2=C(N(C=N2)C2=CC=C(C=C2)N)C=C1 4-(5-hexyloxy-benzimidazol-1-yl)-phenylamine